Racemic-1-(2-fluorophenyl)-3-(isoquinolin-4-yl)-2-oxoimidazolidine-4-carbonitrile FC1=C(C=CC=C1)N1C(N([C@H](C1)C#N)C1=CN=CC2=CC=CC=C12)=O |r|